tert-Butyl 3-(acetylthio)azetidine-1-carboxylate C(C)(=O)SC1CN(C1)C(=O)OC(C)(C)C